CC(CC)OOC(C1=CC=CC=C1)=O β-butylperoxybenzoate